O1CCN(CC1)CCCN 3-(morpholino)propylamine